C1(CCCCC1)P(Cl)(C1=C(C=CC=C1)C1=C(C=C(C=C1C(C)C)C(C)C)C(C)C)C1CCCCC1 dicyclohexyl-(2',4',6'-triisopropylbiphenyl-2-yl)(chloro)phosphine